C(C)(C)(C)OC(=O)NC=1C(=NC=C(C1)C=C)C(=O)OCC ethyl 3-((tert-butoxycarbonyl) amino)-5-vinylpyridinecarboxylate